L-4-chloronitrobenzene ClC1=CC=C(C=C1)[N+](=O)[O-]